N12[C@@](C(CCC[N+](C)(C)C)CC2)(C(=O)O)CC1 diethanolaminine